(E,E)-2,6-Octadienyl acetate C(C)(=O)OC\C=C\CC\C=C\C